FC1=C(C=C(C=C1)F)C(CC#CC#CC=1C=CNC1)N1C(C2=C(C=C(C=C2C1)C#C[Si](C(C)C)(C(C)C)C(C)C)F)=O 4-(6-(2,5-difluorophenyl)-6-(7-fluoro-1-oxo-5-((triisopropylsilyl)ethynyl)isoindolin-2-yl)hex-1,3-diyn-1-yl)-1H-pyrrole